5-(2-(4-((3-fluoro-4-(trifluoro-methoxy)benzyl)amino)butoxy)ethoxy)benzo[c][2,6]naphthyridine FC=1C=C(CNCCCCOCCOC2=NC3=C(C4=CN=CC=C24)C=CC=C3)C=CC1OC(F)(F)F